NC1=CC=C(C(=C1C(=O)N(C)C)F)C=1C(=C2C(=NC1)NC[C@]21C[C@@H](CC1)N1C(=NC=C1)C)Cl 6-Amino-3-((1R,3R)-4'-chloro-3-(2-methyl-1H-imidazol-1-yl)-1',2'-dihydrospiro[cyclopentane-1,3'-pyrrolo[2,3-b]pyridin]-5'-yl)-2-fluoro-N,N-dimethylbenzamide